C1(CCC1)CS(=O)(=O)NC1=CNC2=CC=C(C=C12)OCCC1=CC=C(C=C1)C(F)(F)F 1-cyclobutyl-N-(5-(4-(trifluoromethyl)phenethoxy)-1H-indol-3-yl)methanesulfonamide